[Si](C1=CC=CC=C1)(C1=CC=CC=C1)(C(C)(C)C)OC[C@H](C)NC1=NN2C(C(=NC(=C2)C2=CC=C(C=C2)Cl)C=2C=NN(C2)C2CC2)=N1 (S)-N-(1-((tert-butyldiphenylsilyl)oxy)prop-2-yl)-8-(1-cyclopropyl-1H-pyrazol-4-yl)-6-(4-Chlorophenyl)-[1,2,4]triazolo[1,5-a]pyrazin-2-amine